FC1=C(C=CC(=C1)F)N1CCN(CC1)C(CCC=1NC(C2=CC(=CC=C2C1)F)=O)=O 3-(3-(4-(2,4-difluorophenyl)piperazin-1-yl)-3-oxopropyl)-7-fluoroisoquinolin-1(2H)-one